C(C=C)(=O)OCC(COC1=CC=CC=C1)O 2-Hydroxyl-3-phenoxypropyl acrylate